BrC1=CC=C2C(=CC(=NC2=C1)O)C(=O)O 7-bromo-2-hydroxyquinoline-4-carboxylic acid